CC/C=C\C/C=C\C/C=C\CCCCCCCCCC(=O)O 11Z,14Z,17Z-Eicosatrienoic acid